N-((R)-3-amino-2-hydroxy-3-oxopropyl)-4-((S)-2-cyclohexyl-1-(4'-(trifluoromethyl)-[1,1'-biphenyl]-3-yl)ethoxy)benzamide NC([C@@H](CNC(C1=CC=C(C=C1)O[C@@H](CC1CCCCC1)C=1C=C(C=CC1)C1=CC=C(C=C1)C(F)(F)F)=O)O)=O